5-((2'-(5-(fluoromethyl)isoindolin-2-yl)-[2,4'-bipyrimidin]-4-yl)ethynyl)-1H-indazole FCC=1C=C2CN(CC2=CC1)C1=NC=CC(=N1)C1=NC=CC(=N1)C#CC=1C=C2C=NNC2=CC1